BrC=1C=C(C=CC1)C(NS(=O)C(C)(C)C)C1=NC(=C(C=C1)C(C)C)F N-((3-bromophenyl)(6-fluoro-5-isopropylpyridin-2-yl)methyl)-2-methylpropan-2-sulfinamide